Pentamethylcyclopentadienyl-(1-isopropyl-6,6-diethyl-1,5,6,7-tetrahydro-s-indacenyl)hafnium CC1=C(C(=C(C1([Hf]C1(C=CC2=CC=3CC(CC3C=C12)(CC)CC)C(C)C)C)C)C)C